C1(CC1)C#CC1=NC(=NN1C)NC1=C(C=CC=C1)OC [5-(2-cyclopropylethynyl)-1-methyl-1H-1,2,4-triazol-3-yl]-2-methoxyaniline